ClC=1C=CC(=C(C1)S(=O)(=O)NC1=C(C(=C(C=C1)F)C=1C=C2C=NC(=NC2=CC1)I)F)C(F)(F)F 5-chloro-N-(2,4-difluoro-3-(2-iodoquinazolin-6-yl)phenyl)-2-(trifluoromethyl)benzenesulfonamide